COC1=C(C=CC(=C1)CC)O 2-Methoxy-4-ethylphenol